tert-butyl-6-(4-(difluoromethyl)-2-(3-(3-fluoro-4-methylphenyl)-3-(1,2,4-thiadiazol-5-yl)pyrrolidine-1-carboxamido)phenoxy)-2-azaspiro[3.3]heptane-2-carboxylate C(C)(C)(C)OC(=O)N1CC2(C1)CC(C2)OC2=C(C=C(C=C2)C(F)F)NC(=O)N2CC(CC2)(C2=NC=NS2)C2=CC(=C(C=C2)C)F